4-(4-benzoyl-2-chlorophenylthio)phenylbis(4-fluorophenyl)sulfonium C(C1=CC=CC=C1)(=O)C1=CC(=C(C=C1)SC1=CC=C(C=C1)[S+](C1=CC=C(C=C1)F)C1=CC=C(C=C1)F)Cl